FC(C(F)F)(N(C)C)F 1,1,2,2-Tetrafluoro-N,N-dimethylethanamin